ClC1=CC(=C(C(=O)NS(=O)(=O)C2=CC(=C(C=C2)NCC2CCOCC2)[N+](=O)[O-])C=C1)F 4-chloro-2-fluoro-N-[3-nitro-4-(tetrahydropyran-4-ylmethylamino)phenyl]sulfonyl-benzamide